3-methyl-2-(quinolin-5-yl)-N-(2-(trifluoromethyl)pyridin-4-yl)isonicotinamide CC1=C(C(=O)NC2=CC(=NC=C2)C(F)(F)F)C=CN=C1C1=C2C=CC=NC2=CC=C1